ClC1=NC=CC(=N1)C=1C=NN(C1)C(C(C)(C)C)C1=CC=C(C=C1)F 2-chloro-4-(1-(1-(4-fluorophenyl)-2,2-dimethylpropyl)-1H-pyrazol-4-yl)pyrimidine